1-(Aminomethyl)-5-(difluoromethoxy)-4-oxo-3,4-dihydropyridine NCN1CCC(C(=C1)OC(F)F)=O